((1S,9S)-9-Ethyl-5-fluoro-9-hydroxy-4-methyl-10,13-dioxo-2,3,9,10,13,15-hexahydro-1H,12H-benzo[de]pyrano[3',4':6,7]indolizino[1,2-b]quinolin-1-yl)-3-hydroxy-2-methylbutanamide C(C)[C@]1(C(OCC=2C(N3CC=4C(=NC=5C=C(C(=C6C5C4[C@H](CC6)C(C(=O)N)(C(C)O)C)C)F)C3=CC21)=O)=O)O